C[C@H]1COC[C@@H](N1CC=1N(C2=CC(=CC=C2C(C1F)=O)C1=NC(=NC=C1F)N[C@@H]1C[C@H]2CO[C@@H]([C@H]1O)O2)C(C)C)C 2-(((3S,5S)-3,5-dimethylmorpholino)methyl)-3-fluoro-7-(5-fluoro-2-(((1S,3R,4S,5R)-4-hydroxy-6,8-dioxabicyclo[3.2.1]octan-3-yl)amino)pyrimidin-4-yl)-1-isopropylquinolin-4(1H)-one